CC=1OC2=C(C1C(=O)NC1(CCC1)CNCC(F)(F)F)C=C(C=C2)OCC2=C(N=CS2)C 2-methyl-5-((4-methylthiazol-5-yl)methoxy)-N-(1-(((2,2,2-trifluoroethyl)amino)methyl)-cyclobutyl)benzofuran-3-carboxamide